(S)-3-(((S)-1-methoxy-3-methyl-1-oxobutan-2-yl)(methyl)carbamoyl)pyrrolidine-1-carboxylic acid benzyl ester C(C1=CC=CC=C1)OC(=O)N1C[C@H](CC1)C(N(C)[C@H](C(=O)OC)C(C)C)=O